FC1=C(C=CC(=C1)F)C1=CC(=CC=C1)[C@@H]1N(OCC1)C1=CC(=NC=N1)NC=1C(=CC(=C(C1)NC(C=C)=O)N1CCN(CC1)C)OC (R)-N-(5-((6-(3-(2',4'-difluoro-[1,1'-biphenyl]-3-yl)isoxazolidin-2-yl)pyrimidin-4-yl)-amino)-4-methoxy-2-(4-methylpiperazin-1-yl)phenyl)-acrylamide